C(#N)CC1(CCN(CC1)CC1=C(C=C(C=C1)C1=CC=CC=C1)O)N1N=C(C(=C1)C(=O)N)NC(=O)C1CC1 1-[4-(cyanomethyl)-1-[(2-hydroxy-4-phenyl-phenyl)methyl]-4-piperidyl]-3-(cyclopropanecarbonylamino)pyrazole-4-carboxamide